tert-butyl ((1R,3S)-3-(methoxy(methyl)carbamoyl)cyclopentyl)carbamate CON(C(=O)[C@@H]1C[C@@H](CC1)NC(OC(C)(C)C)=O)C